ClC1=CC=C(C=C1)C1=CC(=CC=C1)N(C1=CC(N(C=2C=CC(=NC12)C#N)C)=O)CC1CC1 8-((4'-chloro-[1,1'-biphenyl]-3-yl)(cyclopropylmethyl)amino)-5-methyl-6-oxo-5,6-dihydro-1,5-naphthyridine-2-carbonitrile